bis-decyl-dimethyl-ammonium chloride [Cl-].C(CCCCCCCCC)[N+](C)(C)CCCCCCCCCC